6-(3-isopropyl-5-(1-isopropylpiperidin-4-yl)-1H-indol-2-yl)-2-methyl-8-(trifluoromethyl)imidazo[1,2-a]pyridine C(C)(C)C1=C(NC2=CC=C(C=C12)C1CCN(CC1)C(C)C)C=1C=C(C=2N(C1)C=C(N2)C)C(F)(F)F